N-{[5-(4-cyanophenyl)-[1,2,4]triazolo[1,5-a]pyridin-7-yl]methyl}acetamide C(#N)C1=CC=C(C=C1)C1=CC(=CC=2N1N=CN2)CNC(C)=O